6-bromo-3-ethylsulfonyl-imidazo[1,2-a]pyridin BrC=1C=CC=2N(C1)C(=CN2)S(=O)(=O)CC